BrC=1C(=CC=2N(C1)C=C(N2)C)OC2CCOCC2 6-bromo-2-methyl-7-((tetrahydro-2H-pyran-4-yl)oxy)imidazo[1,2-a]pyridine